6-methoxy-2-(5-methylthiazol-2-yl)-7-(3-(pyrrolidin-1-yl)propoxy)-N-(tetrahydro-2H-pyran-4-yl)quinazolin-4-amine COC=1C=C2C(=NC(=NC2=CC1OCCCN1CCCC1)C=1SC(=CN1)C)NC1CCOCC1